NC=1C2=C(N=CN1)N(C=C2)[C@@H]2C=C([C@H]([C@H]2O)O)CCC=2C=CC(=C1CCNCC21)C(F)F (1s,2r,5r)-5-(4-amino-7H-pyrrolo[2,3-d]pyrimidin-7-yl)-3-(2-(5-(difluoromethyl)-1,2,3,4-tetrahydroisoquinolin-8-yl)ethyl)cyclopent-3-ene-1,2-diol